C(C1=CC=CC=C1)OCCNC(=O)C1=CC(=C(C=C1)C#CC=1C=CC(=NC1)C(=O)O)NS(=O)(=O)C=1C=CC(=C2C=CC=NC12)OC 5-[2-(4-{[2-(benzyloxy)ethyl]carbamoyl}-2-(5-methoxyquinoline-8-sulfonamido)-phenyl)ethynyl]pyridine-2-carboxylic acid